(R)-1-(2-acryloyl-2-azaspiro[3.3]heptan-6-yl)-4-(5-chloro-3,6-dimethyl-1H-indazol-4-yl)-3-(2,2-dimethyl-4-(morpholinomethyl)piperidin-1-yl)-1H-pyrazole-5-carbonitrile C(C=C)(=O)N1CC2(C1)CC(C2)N2N=C(C(=C2C#N)C2=C1C(=NNC1=CC(=C2Cl)C)C)N2C(C[C@@H](CC2)CN2CCOCC2)(C)C